FC(C(=O)O)(F)F.C(C)OC=1C(=CC2=CN(N=C2C1)C)NC(=O)N1CCC=2C1=NC=CC2N2C[C@@H](NCC2)C (S)-N-(6-ethoxy-2-methyl-2H-indazol-5-yl)-4-(3-methylpiperazin-1-yl)-2,3-dihydro-1H-pyrrolo[2,3-b]pyridine-1-carboxamide 2,2,2-trifluoroacetate